CC1(C2=CC=CC=C2C=2C=CC(=CC12)N(C1=C(C=CC=C1)C1=CC(=CC=C1)C1=C(C=CC=C1)N(C1=CC=CC=C1)C1=CC=2C(C3=CC=CC=C3C2C=C1)(C)C)C1=CC=CC=C1)C 2,2''-bis{(9,9-dimethyl-9H-fluoren-2-yl)-phenylamino}-1,1':3',1''-terphenyl